(R/S)-N-(4-((4,5-dimethyl-4,5-dihydropyrido[3,4-e][1,2,3]triazolo[1,5-a]pyrazin-6-yl)amino)-5-(propanoyl-3,3,3-d3)pyridin-2-yl)cyclopropanecarboxamide C[C@@H]1C=2N(C3=C(N1C)C(=NC=C3)NC3=CC(=NC=C3C(CC([2H])([2H])[2H])=O)NC(=O)C3CC3)N=NC2 |r|